FC1CC(N(C1)C(CC1=NC(=NN1)C)=O)C(=O)NC(C1=CC=C(C=C1)C(C)C)C1=CC=CC=C1 4-fluoro-1-[2-(3-methyl-1H-1,2,4-triazol-5-yl)acetyl]-N-{phenyl-[4-(propan-2-yl)phenyl]methyl}pyrrolidine-2-carboxamide